5-(2-aminoethoxy)-2,6-dichloro-N-[2-(1H-indol-3-yl)ethyl]pyrimidin-4-amine hydrochloride Cl.NCCOC=1C(=NC(=NC1Cl)Cl)NCCC1=CNC2=CC=CC=C12